Methyl 8-((2R)-1-((1-(tert-butoxycarbonyl)-5-methoxy-7-methylindol-4-yl)methyl)-4-(2,2-difluoroethyl)piperazin-2-yl)-3,4-dihydro-2H-1,4-benzoxazine-5-carboxylate C(C)(C)(C)OC(=O)N1C=CC2=C(C(=CC(=C12)C)OC)CN1[C@@H](CN(CC1)CC(F)F)C=1C=CC(=C2NCCOC21)C(=O)OC